NC(CN1C(C=2C=C3C(=CC2C1=O)C(NC3=O)=O)=O)=O 6-(2-Amino-2-oxoethyl)-1,3,5,7-tetraoxo-3,5,6,7-tetrahydropyrrolo[3,4-f]isoindol